CC1=NC(=CC=C1C1=CC=C(C=C1)B1OC(C(O1)(C)C)(C)C)C 2,6-dimethyl-3-(4-(4,4,5,5-tetramethyl-1,3,2-dioxaborolan-2-yl)phenyl)pyridine